2'-chloro-6-methyl-(4,4'-bipyridine)-3-carboxylic Acid ClC1=NC=CC(=C1)C1=C(C=NC(=C1)C)C(=O)O